ClC1=NC=2N(C(=C1)NC1CCC(CC1)C(=O)OC1CN(CC1)C(=O)OC(C)(C)C)N=CC2C(C)C tert-butyl 3-(((1r,4r)-4-((5-chloro-3-isopropylpyrazolo[1,5-a]pyrimidin-7-yl)amino)cyclohexane-1-carbonyl)oxy)pyrrolidine-1-carboxylate